5,8-dimethylnaphthol CC1=C2C=CC=C(C2=C(C=C1)C)O